(2R,3R,4S,5S)-2-(4-methylpyrrolo[2,3-d]pyrimidin-7-yl)-5-[(1R)-7-chloro-1,5-dihydro-2,4-benzodioxepin-1-yl]tetrahydrofuran-3,4-diol CC=1C2=C(N=CN1)N(C=C2)[C@@H]2O[C@@H]([C@H]([C@H]2O)O)[C@@H]2OCOCC1=C2C=CC(=C1)Cl